4-(9H-carbazol-9-yl)-2-(pyridin-2-yl)phenol C1=CC=CC=2C3=CC=CC=C3N(C12)C1=CC(=C(C=C1)O)C1=NC=CC=C1